1-[4-(4,5-dichloro-1H-indole-2-carbonyl)piperazin-1-yl]ethanone ClC1=C2C=C(NC2=CC=C1Cl)C(=O)N1CCN(CC1)C(C)=O